(S)-5-(2-((1-amino-3-hydroxy-1-oxopropan-2-yl)amino)-2-oxoacetyl)-N-(4-fluoro-3-methylphenyl)-1,2,4-trimethyl-1H-pyrrole-3-carboxamide NC([C@H](CO)NC(C(=O)C1=C(C(=C(N1C)C)C(=O)NC1=CC(=C(C=C1)F)C)C)=O)=O